(R)-2-((1-(2-(4-(2-fluorophenyl)piperazin-1-yl)-3,7-dimethyl-4-oxo-4H-pyrido[1,2-a]pyrimidin-9-yl)ethyl)amino)benzoic acid FC1=C(C=CC=C1)N1CCN(CC1)C=1N=C2N(C(C1C)=O)C=C(C=C2[C@@H](C)NC2=C(C(=O)O)C=CC=C2)C